C(C)(C)(C)OC(N(C1=CC=C(C=C1)O)CCN(C)C)=O N-[2-(dimethylamino)ethyl]-N-(4-hydroxyphenyl)carbamic acid tert-butyl ester